bi-7-oxabicyclo[4.1.0]heptane C1CCC2(C(C1)O2)C34CCCCC3O4